1,7-octadiene-2,7-13C2 C=[13CH]CCCC[13CH]=C